(4-(3-hydroxyoxetan-3-yl)phenyl)(4-(methyl(4-(trifluoromethyl)benzyl)amino)piperidin-1-yl)methanone OC1(COC1)C1=CC=C(C=C1)C(=O)N1CCC(CC1)N(CC1=CC=C(C=C1)C(F)(F)F)C